NCC1=CC(=C(C(=C1)C)NC(=O)C1=CC2=C(OCCC3=C2SC=C3)C=C1C=1C(=NC(=CC1)N1CCCCC1)C(=O)O)C 3-(9-((4-(aminomethyl)-2,6-dimethylphenyl)carbamoyl)-4,5-dihydrobenzo[b]thieno[2,3-d]oxepin-8-yl)-6-(piperidin-1-yl)picolinic acid